N'-(5-bromopyrimidin-2-yl)ethane-1,2-diamine BrC=1C=NC(=NC1)NCCN